CN1N=CC(=C1)C1=NN2C(=NC=3C=CC=CC3C2=N1)N[C@@H]1C(NCCC1)=O (3S)-3-{[2-(1-methyl-1H-pyrazol-4-yl)[1,2,4]triazolo[1,5-c]quinazolin-5-yl]amino}piperidin-2-one